chloropyrazole-3-carboxylic acid ClC=1C(=NNC1)C(=O)O